tert-butyl (R)-4-(2,3-dihydro-1H-pyrrolo[2,3-b]pyridin-4-yl)-2-isopropylpiperazine-1-carboxylate N1CCC=2C1=NC=CC2N2C[C@H](N(CC2)C(=O)OC(C)(C)C)C(C)C